[O-2].[Ti+4].[F].[O-2] fluorine titanium oxide